CC(C)(C#CC1=CC=CC=C1)O 2-methyl-4-phenylbutan-3-yn-2-ol